1-(6-aminoindolin-1-yl)-2-(pyrrolidin-1-yl)ethanone NC1=CC=C2CCN(C2=C1)C(CN1CCCC1)=O